C(C)OC(=O)C1=NC(=CN=C1N)C1=C(C=CC(=C1)C(C(F)F)(CO)O)C 3-amino-6-(5-(1,1-difluoro-2,3-dihydroxypropan-2-yl)-2-methylphenyl)pyrazine-2-carboxylic acid ethyl ester